FC1=CC=C(C=C1)C1=NOC(=C1COC1=CC=C(C=N1)C1=NN=C2CS(CCN21)(=O)=O)C 3-(6-((3-(4-fluorophenyl)-5-methylisoxazol-4-yl)methoxy)pyridin-3-yl)-5,6-dihydro-8H-[1,2,4]triazolo[3,4-c][1,4]thiazine 7,7-dioxide